(R)-3-amino-6-(2-chloro-4-(2-(3,5-difluorophenyl)-2-hydroxyacetamido)phenyl)-N-isopropylpyrazine-2-carboxamide NC=1C(=NC(=CN1)C1=C(C=C(C=C1)NC([C@H](O)C1=CC(=CC(=C1)F)F)=O)Cl)C(=O)NC(C)C